FC1=C(C(=CC=2N(C(N(C21)C)=O)C)CN[C@H]2[C@H](C[C@@H](CC2)NCC=2C=1N(C=CC2)C=CN1)F)F 4,5-Difluoro-6-((((1R,2S,4R)-2-fluoro-4-((imidazo[1,2-a]pyridin-8-ylmethyl)amino)cyclohexyl)amino)methyl)-1,3-dimethyl-1,3-dihydro-2H-benzo[d]imidazol-2-one